CC1(CC1)NC(=O)[C@H]1CN(CC[C@@H]1NC(=O)C1=NOC(=C1)C1=C(C=C(C=C1)F)F)C1CCCCC1 (3S,4S)-1-Cyclohexyl-4-{[5-(2,4-difluoro-phenyl)-isoxazole-3-carbonyl]-amino}-piperidine-3-carboxylic acid (1-methyl-cyclopropyl)-amide